[Na+].[N+](=O)([O-])C1=C(C=CC(=C1)[N+](=O)[O-])S(=O)(=O)[O-] 2,4-dinitrobenzenesulfonic acid sodium salt